FC=1C=C2C=CN(C2=CC1)CCO 2-(5-fluoroindol-1-yl)ethanol